OC1=CC(=C(C=C1OC)C(=O)N1[C@@H](CC(C1)=C)CO)[N+](=O)[O-] (S)-(4-hydroxy-5-methoxy-2-nitrophenyl)(2-(hydroxyl-methyl)-4-methylenepyrrolidin-1-yl)methanone